FC1=CC=C2C(=NNC2=C1F)C=1CNCCC1 6,7-difluoro-3-(1,2,5,6-tetrahydropyridin-3-yl)-1H-indazole